CN(C(C=C)=O)CC(=O)NC=1C=CC=2N=CN=C(C2N1)NC1=CC(=C(C=C1)OC1=CC2=C(N(C=N2)C)C=C1)C N-Methyl-N-(2-((4-((3-methyl-4-((1-methyl-1H-benzo[d]imidazol-5-yl)oxy)phenyl)amino)pyrido[3,2-d]pyrimidin-6-yl)amino)-2-oxoethyl)acrylamide